(2-amino-6-(1H-indol-5-yl)imidazo[1,2-a]pyridin-3-yl)((1s,2r)-2-fluorocyclopropyl)methanone NC=1N=C2N(C=C(C=C2)C=2C=C3C=CNC3=CC2)C1C(=O)[C@H]1[C@@H](C1)F